N-(6-bromo-8-fluoro-imidazo[1,2-a]pyridin-2-yl)-2,2,2-trifluoro-acetamide BrC=1C=C(C=2N(C1)C=C(N2)NC(C(F)(F)F)=O)F